C(C)(C)(C)OC(=O)N1N=C(C=C1)C1=NC(=NC=C1C(F)(F)F)Cl 3-(2-chloro-5-(trifluoromethyl)pyrimidin-4-yl)-1H-pyrazole-1-carboxylic acid tert-butyl ester